(S)-10-chloro-5-isopropyl-9-(3-methoxypropoxy)-2-oxo-1,2,5,6-tetrahydrobenzo[2,3]oxepino[4,5-b]pyridine-3-carboxylic acid ClC1=CC2=C(OC[C@H](C3=C2NC(C(=C3)C(=O)O)=O)C(C)C)C=C1OCCCOC